C(N)(=O)C1=NN(C(=C1)C)C1=CC=C(CC2=CC=C(C=C2)C2=CC=CC=C2)C=C1 4'-(4-(3-carbamoyl-5-methyl-1H-pyrazol-1-yl)benzyl)-[1,1'-biphenyl]